NC=1C=CC(=NC1)CN1N=CC(=C1)NC1=NC=C(C(=N1)C1=CN(C2=CC=CC=C12)S(=O)(=O)C1=CC=CC=C1)Cl N-(1-((5-aminopyridin-2-yl)methyl)-1H-pyrazol-4-yl)-5-chloro-4-(1-(benzenesulfonyl)-1H-indol-3-yl)pyrimidin-2-amine